tert-butyl (3S,4S)-4-(4-amino-1H-pyrazol-1-yl)-3-fluoropiperidine-1-carboxylate NC=1C=NN(C1)[C@@H]1[C@H](CN(CC1)C(=O)OC(C)(C)C)F